4-((4-chloro-2-(N-methyl-methanesulfonamido)phenyl)-amino)-6-((2,6-dimethyl-pyrimidin-4-yl)amino)-N-ethoxynicotinamide ClC1=CC(=C(C=C1)NC1=CC(=NC=C1C(=O)NOCC)NC1=NC(=NC(=C1)C)C)N(S(=O)(=O)C)C